C(C=C)(=O)OC=1C(=C(C(C(=O)O)=CC1)C(=O)O)CC(C)O acryloyloxy-2-hydroxypropylphthalic acid